4-(trifluoromethylphenyl)phenyl-boronic acid FC(F)(F)C1=C(C=CC=C1)C1=CC=C(C=C1)B(O)O